2-bromo-N-[2-(2,6-dioxopiperidin-3-yl)-1,3-dioxoisoindol-5-yl]acetamide BrCC(=O)NC=1C=C2C(N(C(C2=CC1)=O)C1C(NC(CC1)=O)=O)=O